ClC1=CC2=C(N=N1)C=C(N2C2CC2)C2CCN(CC2)C(=O)OC(C)(C)C tert-butyl 4-{3-chloro-5-cyclopropylpyrrolo[3,2-c]pyridazin-6-yl}piperidine-1-carboxylate